Cl.Cl.F[C@@H]1C(NC(C[C@@H]1NC=1N=NC(=CN1)C1=C(C=C(C=C1)C=1C=C2C=NN(C2=CC1)C)O)(C)C)(C)C 2-(3-{[(3S,4S)-3-fluoro-2,2,6,6-tetramethylpiperidin-4-yl]amino}-1,2,4-triazin-6-yl)-5-(1-methyl-1H-indazol-5-yl)phenol dihydrochloride